[Al].[Au].[Ag].[Ni] nickel-silver-gold-aluminum